tert-butyl 5-oxo-pentanoate O=CCCCC(=O)OC(C)(C)C